2-(4-allylpiperidin-1-yl)-N-(6-(but-3-en-1-ylamino)-5-cyanopyridin-2-yl)-4-chlorobenzamide C(C=C)C1CCN(CC1)C1=C(C(=O)NC2=NC(=C(C=C2)C#N)NCCC=C)C=CC(=C1)Cl